(1R,3S,5R)-3-(3,5-difluorophenyl)-2-azabicyclo[3.1.0]hexane FC=1C=C(C=C(C1)F)[C@H]1N[C@@H]2C[C@@H]2C1